C(#N)C1=NN(C(=C1)C)C1=C(C=CC(=N1)N1C=NC2=C1C=CC(=C2)NC=2N=NC(=CC2C(=O)N(C)C)C)[C@@H]2OC[C@@H](C2)F 3-[[1-[6-(3-cyano-5-methyl-pyrazol-1-yl)-5-[(2R,4R)-4-fluorotetrahydrofuran-2-yl]-2-pyridyl]benzimidazol-5-yl]amino]-N,N,6-trimethyl-pyridazine-4-carboxamide